(6aS,10aS)-6,6,9-trimethyl-3-propyl-6a,7,8,10a-tetrahydro-6H-benzo[c]chromen-1-ol CC1(OC=2C=C(C=C(C2[C@@H]2[C@@H]1CCC(=C2)C)O)CCC)C